4-{3-(Hydroxydimethylsilyl)-1-Propynyl}Phenyldiphenylsulfonium Trifurate O1C(=CC=C1)C(=O)[O-].O1C(=CC=C1)C(=O)[O-].O1C(=CC=C1)C(=O)[O-].O[Si](CC#CC1=CC=C(C=C1)[S+](C1=CC=CC=C1)C1=CC=CC=C1)(C)C.O[Si](C)(C)CC#CC1=CC=C(C=C1)[S+](C1=CC=CC=C1)C1=CC=CC=C1.O[Si](C)(C)CC#CC1=CC=C(C=C1)[S+](C1=CC=CC=C1)C1=CC=CC=C1